N1=C(C=CC=C1)C=CN1N=CC2=CC(=CC=C12)CC1=CC(=CC=C1)C(F)(F)F (2-(pyridin-2-yl)vinyl)-5-(3-(trifluoromethyl)benzyl)-1H-indazole